5,5-dimethyl-1-iso-propyl-1,3-cyclohexadiene CC1(C=CC=C(C1)C(C)C)C